[1-(2-chlorophenyl)-1-phenylpropan-2-yl]-5-methoxy-1-methyl-6-oxopyrimidine-4-carboxylic acid lithium salt [Li+].ClC1=C(C=CC=C1)C(C(C)C=1N(C(C(=C(N1)C(=O)[O-])OC)=O)C)C1=CC=CC=C1